C(C(C)C)N1C(=NC=2C(=NC=3C=CC=NC3C21)N)C 1-isobutyl-2-methyl-1H-imidazo[4,5-c][1,5]naphthyridin-4-amine